C1(CC1)N1N=CC(=C1)C=1C(=CC=2N(C1)C(=CN2)C2=CC=CC(=N2)N[C@@H]2[C@H](CNCC2)F)OC 6-(6-(1-cyclopropyl-1H-pyrazol-4-yl)-7-methoxy-imidazo[1,2-a]pyridin-3-yl)-N-((3S,4S)-3-fluoro-piperidin-4-yl)pyridin-2-amine